BrC=1C=CC=2C3=C(C=NC2C1)C=CO3 7-Bromofurano[3,2-c]quinolin